CN(C(=O)[C@H]1CN(CC[C@@H]1NC(=O)C1=NOC(=C1)C1=C(C=C(C=C1)F)F)C1CCCC1)CCC1=CC=CC=C1 (3S,4S)-1-cyclopentyl-4-{[5-(2,4-difluoro-phenyl)-isoxazole-3-carbonyl]-amino}-piperidine-3-carboxylic acid methyl-phenethyl-amide